COC=C(C)C=1C=CC(=NC1)C 5-(1-methoxyprop-1-en-2-yl)-2-methylpyridine